racemic-N-tert-butyl-4-[[indane-1-carbonyl]amino]pyridine-2-carboxamide C(C)(C)(C)NC(=O)C1=NC=CC(=C1)NC(=O)[C@@H]1CCC2=CC=CC=C12 |r|